FC(COP(OCC(F)(F)F)OCC(F)(F)F)(F)F tri(2,2,2-trifluoroethyl)phosphite